tert-butyl (R)-(2-hydroxy-2-methyl-1-(4-(prop-1-yn-1-yl)phenyl)propyl)carbamate OC([C@@H](C1=CC=C(C=C1)C#CC)NC(OC(C)(C)C)=O)(C)C